N-(3-chloro-1-(pyridin-3-yl)-1H-pyrazol-4-yl)-2-(methylsulfonyl)acetamide methyl-5-(4-ethylpiperazin-1-yl)-4-fluoro-2-nitrobenzoate COC(C1=C(C=C(C(=C1)N1CCN(CC1)CC)F)[N+](=O)[O-])=O.ClC1=NN(C=C1NC(CS(=O)(=O)C)=O)C=1C=NC=CC1